C1(CC1)NC(C([C@H](CCC(C)(F)F)NC(=O)[C@H]1N(CC2(C1)CCCCC2)C([C@H](C(C)(C)C)NC(OC(C)C)=O)=O)=O)=O Isopropyl ((S)-1-((S)-3-(((S)-1-(cyclopropylamino)-6,6-difluoro-1,2-dioxoheptan-3-yl)carbamoyl)-2-azaspiro[4.5]decan-2-yl)-3,3-dimethyl-1-oxobutan-2-yl)carbamate